7-[2-(6-methyl-3-pyridyl)ethoxy]imidazo[1,2-a]pyridine CC1=CC=C(C=N1)CCOC1=CC=2N(C=C1)C=CN2